C(C)(C)(C)OC(=O)N1C2(CNCC1CC2)C2=C(C=1CCC(CC1C(=C2)F)N)F (6-amino-1,4-difluoro-5,6,7,8-tetrahydronaphthalen-2-yl)-3,8-diazabicyclo[3.2.1]octane-8-carboxylic acid tert-butyl ester